CN1CCC(CC1)(C)CC=1SC2=C(N1)C=C(C=C2)C2=NC[C@H](CC2)C (S)-2-((1,4-dimethylpiperidin-4-yl)methyl)-5-(5-methyl-3,4,5,6-tetrahydropyridin-2-yl)benzo[d]thiazole